NC1=NC(=C(C(=N1)CCC(=O)O)CC1=C(C=CC=C1)OC)Cl 3-(2-amino-6-chloro-5-(2-methoxybenzyl)pyrimidin-4-yl)propanoic acid